propyl-(benzyl)ethoxypropoxysilane dinonylnaphthalenesulfonate zinc [Zn+2].C(CCCCCCCC)C=1C(=C(C2=CC=CC=C2C1)S(=O)(=O)[O-])CCCCCCCCC.C(CC)[SiH](OCCCOCC)CC1=CC=CC=C1.C(CCCCCCCC)C=1C(=C(C2=CC=CC=C2C1)S(=O)(=O)[O-])CCCCCCCCC